C(C)(C)(C)[PH-](C(C)(C)C)C(C)(C)C tri-tert-butylphosphanuide